beta-hydroxy-beta-methylglutaryl-coenzyme a OC(CC(=O)SCCNC(CCNC([C@@H](C(COP(OP(OC[C@@H]1[C@H]([C@H]([C@@H](O1)N1C=NC=2C(N)=NC=NC12)O)OP(=O)(O)O)(=O)O)(=O)O)(C)C)O)=O)=O)(CC(=O)O)C